C1(CCCCC1)OC1=CC=2C(=NN(N2)C2=C(C(=CC(=C2)C)C(C)(C)C)O)C=C1 2-(5-cyclohexyloxy-2H-benzotriazole-2-yl)-6-tert-butyl-4-methylphenol